COC1=CC=C(OCC(=O)N(C2CSCC2)C2=NNC=C2)C=C1 2-(4-Methoxyphenoxy)-N-(1H-pyrazol-3-yl)-N-tetrahydrothiophen-3-yl-acetamide